FC1=NC(=CC=C1O)O 2-fluoro-3,6-dihydroxypyridine